benzophenone compound with 1,4-dichlorobutane ClCCCCCl.C(C1=CC=CC=C1)(=O)C1=CC=CC=C1